FC1(CCC2=C1N=C(N=C2C2=CC(=C(C#N)C=C2)S(=O)C)N2[C@H]([C@@H](C2)O)C)F 4-[7,7-difluoro-2-[(2S,3R)-3-hydroxy-2-methyl-azetidin-1-yl]-5,6-dihydrocyclopenta[d]pyrimidin-4-yl]-2-methylsulfinyl-benzonitrile